8-Chloro-1-[trans-4-(trifluoromethyl)cyclohexyl]-4H-[1,2,4]triazolo[4,3-a][1]benzazepin ClC=1C=CC2=C(C=CCC=3N2C(=NN3)[C@@H]3CC[C@H](CC3)C(F)(F)F)C1